ClC1=CC=2C(=NN(N2)C2=C(C(=CC(=C2)C)C(C)(C)C)O)C=C1 2-(5-chloro-2H-benzotriazol-2-yl)-6-tert-butyl-4-methylphenol